FC1(CCC(CC1)C1=NN(C(=C1)C(=O)NC(C)C(C)(C)C)C)F 3-(4,4-difluorocyclohexyl)-N-(3,3-dimethylbutan-2-yl)-1-methyl-1H-pyrazole-5-carboxamide